1-(2-fluoro-3-nitro-phenyl)ethanone FC1=C(C=CC=C1[N+](=O)[O-])C(C)=O